9-{3'-[6-(biphenyl-4-yl)dibenzothiophen-4-yl]biphenyl-3-yl}naphtho[1',2':4,5]furo[2,3-b]pyrazine C1(=CC=C(C=C1)C1=CC=CC=2C3=C(SC21)C(=CC=C3)C=3C=C(C=CC3)C3=CC(=CC=C3)C3=CN=C2C(=N3)OC3=C2C=2C=CC=CC2C=C3)C3=CC=CC=C3